4-((trimethylsilyl)ethynyl)phenol C[Si](C)(C)C#CC1=CC=C(C=C1)O